[Si](C)(C)(C(C)(C)C)O[C@H]1[C@@H](O[C@@H]([C@H]1O)CO[Si](C)(C)C(C)(C)C)N1C=NC=2C(=O)NC(NC(C(C)C)=O)=NC12 2',5'-bis-O-(tert-butyldimethylsilyl)-2-N-isobutyryl-guanosine